3,4-(methylenedioxy)phenylacetic acid C1OC2=C(O1)C=C(C=C2)CC(=O)O